N[C@@H](C(=O)O)CCP(=O)(OC)OO |r| (2RS)-2-amino-4-[hydroxy(methyl)phosphono]butanoic acid